NC1=C2C(=NC=N1)N(N=C2C=2NC1=CC(=CC=C1C2Cl)C(=O)NC(C)C)C(C)(C)C 2-{4-amino-1-tert-butyl-1H-pyrazolo[3,4-d]pyrimidin-3-yl}-3-chloro-N-(propan-2-yl)-1H-indole-6-carboxamide